(Z)-N-(3-(1-cyano-2-(4-methoxypyridin-3-yl)vinyl)-1H-indol-5-yl)-2-(methylamino)benzamide C(#N)\C(=C/C=1C=NC=CC1OC)\C1=CNC2=CC=C(C=C12)NC(C1=C(C=CC=C1)NC)=O